(S)-5-{4-[4-(3,5-dimethylpyridin-2-yl)piperazine-1-carbonyl]-2-methoxyphenyl}-5-isopropylimidazolidine-2,4-dione CC=1C(=NC=C(C1)C)N1CCN(CC1)C(=O)C1=CC(=C(C=C1)[C@]1(C(NC(N1)=O)=O)C(C)C)OC